tert-Butyl 2-(3-aminophenyl)piperidine-1-carboxylate NC=1C=C(C=CC1)C1N(CCCC1)C(=O)OC(C)(C)C